SN1C=CC2=CC=CC=C12 1-mercaptoindole